pyrimidinyl-ethylene N1=C(N=CC=C1)C=C